CC(=CCC/C(=C/CC/C(=C/CC/C=C(\C)/CC/C=C(\C)/CCC1C(O1)(C)C)/C)/C)C 2,3-squalene oxide